4-(1-(2-(difluoromethyl)pyridin-3-yl)-1H-imidazol-4-yl)-N-(1-(methylsulfonyl)piperidin-4-yl)-5-(trifluoromethyl)pyrimidin-2-amine FC(C1=NC=CC=C1N1C=NC(=C1)C1=NC(=NC=C1C(F)(F)F)NC1CCN(CC1)S(=O)(=O)C)F